3-(3-chlorophenyl)-8-methyl-5,6,7,8-tetrahydroimidazo[1,2-a]pyrazine ClC=1C=C(C=CC1)C1=CN=C2N1CCNC2C